tert-Butyl (3S)-[(3-cyano-4-fluorophenyl)carbamoyl]pyrrolidine-1-carboxylate C(#N)C=1C=C(C=CC1F)NC(=O)C1N(CCC1)C(=O)OC(C)(C)C